cyanocytidine C1=CN(C(=O)N=C1N)[C@]2([C@@H]([C@@H]([C@H](O2)CO)O)O)C#N